1-palmitoyl-2-oleyl-sn-glycero-3-phosphoethanolamine C(CCCCCCCCCCCCCCC)(=O)OC[C@@H](OCCCCCCCC\C=C/CCCCCCCC)COP(=O)(O)OCCN